C1(=CC=CC=C1)C1=C2CC\C(\C(C2=CC=C1)=O)=C/C=1C=C2N=CC=NC2=CC1 (e)-5-phenyl-2-(quinoxalin-6-ylmethylene)-3,4-dihydronaphthalen-1(2H)-one